tert-butyl 3-(2-tert-butylthio-5-oxopyrimido[5,4-c]quinolin-6(5H)-yl)propanoate C(C)(C)(C)SC=1N=CC=2C(N(C=3C=CC=CC3C2N1)CCC(=O)OC(C)(C)C)=O